C(C)(C)N1C=CC2=CC(=CC=C12)C1=NOC(=N1)C1=C(C=CC=C1)C 3-(1-isopropyl-1H-indol-5-yl)-5-(o-tolyl)-1,2,4-oxadiazole